tert-butyl (3R,4R)-3-hydroxy-4-(4-(methoxycarbonyl)phenyl)piperidine-1-carboxylate O[C@H]1CN(CC[C@@H]1C1=CC=C(C=C1)C(=O)OC)C(=O)OC(C)(C)C